2-((R)-sec-butyl)-4-(4-(4-(4-(((3R,5R)-5-(2,4-difluorophenyl)-5-methyltetrahydrofuran-3-yl)methoxy)phenyl)-piperazin-1-yl)phenyl)-2,4-dihydro-3H-1,2,4-triazol-3-one [C@@H](C)(CC)N1N=CN(C1=O)C1=CC=C(C=C1)N1CCN(CC1)C1=CC=C(C=C1)OC[C@@H]1CO[C@@](C1)(C)C1=C(C=C(C=C1)F)F